(S)-N-((S)-1-(5-(2-methoxyquinolin-3-yl)-1H-imidazol-2-yl)-7-oxononyl)-6-propyl-6-azaspiro[2.5]octane-1-carboxamide COC1=NC2=CC=CC=C2C=C1C1=CN=C(N1)[C@H](CCCCCC(CC)=O)NC(=O)[C@H]1CC12CCN(CC2)CCC